CC1(OB(OC1(C)C)C1=CC(=CC2=C1OC1=C2C=CC=C1)N1C2=CC=CC=C2C=2C=CC=CC12)C 9-(4-(4,4,5,5-tetramethyl-1,3,2-dioxaborolan-2-yl)dibenzo[b,d]furan-2-yl)-9H-carbazole